ClC1=C(C=C(C(=C1)C)CN=C=O)CN=C=O 4-chloro-6-methyl-1,3-xylylene diisocyanate